2-{[(2R,7aS)-2-fluoro-hexahydropyrrolizin-7a-yl]methoxy}-N-(3-bromophenyl)-7-chloro-8-fluoropyrido[4,3-d]pyrimidin-5-amine F[C@@H]1C[C@@]2(CCCN2C1)COC=1N=CC2=C(N1)C(=C(N=C2NC2=CC(=CC=C2)Br)Cl)F